ClC=1C=C(C(N(C1)C)=O)N1C(C=2N(C(=NC2C1=O)C=1C(=NC(=NC1)OC)OC)C(C)C)C1=CC=C(C=C1)Cl 5-(5-chloro-1-methyl-2-oxo-1,2-dihydropyridin-3-yl)-6-(4-chlorophenyl)-2-(2,4-dimethoxypyrimidin-5-yl)-1-isopropyl-5,6-dihydropyrrolo[3,4-d]imidazol-4(1H)-one